BrC=1C(=C(C=CC1)NC(=O)NC1=CC(=CC(=C1)OC(F)(F)F)NCCO)CO 1-(3-bromo-2-hydroxymethylphenyl)-3-[3-(2-hydroxyethylamino)-5-trifluoromethoxyphenyl]urea